(6R,8aS)-6-[8-amino-1-(4-{1-[3-(2,2-difluorocyclopropyl)phenyl]-1-hydroxyethyl}phenyl)imidazo[1,5-a]pyrazin-3-yl]hexahydroindolizin-3(2H)-one NC=1C=2N(C=CN1)C(=NC2C2=CC=C(C=C2)C(C)(O)C2=CC(=CC=C2)C2C(C2)(F)F)[C@H]2CN1C(CC[C@@H]1CC2)=O